[N+](=O)([O-])C1=CC=C(C=C1)C1=NN(C2=NC=NC(=C21)N)C2CCOCC2 3-(4-nitrophenyl)-1-(tetrahydro-2H-pyran-4-yl)-1H-pyrazolo[3,4-d]pyrimidin-4-amine